C(C)(C)(C)OC(=O)N1C[C@@H]([C@H](CC1)NC(=O)C=1N=NN(C1)C1=C(C=C(C=C1)F)F)C(=O)O (3S,4S)-4-{[1-(2,4-Difluoro-phenyl)-1H-[1,2,3]triazole-4-carbonyl]amino}-piperidine-1,3-dicarboxylic Acid 1-tert-butyl Ester